C(=O)(OCC1C2=CC=CC=C2C2=CC=CC=C12)N1[C@H]2CS[C@@H](CCCCC(O)=O)[C@H]2NC1=O N-Fmoc-Biotin